NC=1C=C2C(=CC(N(C2=CC1)C)=O)N[C@@H](C(=O)NC1CCCC1)C (R)-2-((6-amino-1-methyl-2-oxo-1,2-dihydroquinolin-4-yl)amino)-N-cyclopentylpropanamide